FC1=C(C(=O)NC(=O)NC2=C(C=C(C=C2)OC(C(C(F)(F)F)F)(F)F)F)C(=CC=C1)F 1-(2,6-difluorobenzoyl)-3-[2-fluoro-4-(1,1,2,3,3,3-hexafluoropropoxy)phenyl]urea